C(C)(=O)O.FC1=NC=CC=C1 (fluoropyridine) acetate